Cyano-3-(2,4-dinitrophenyl)-N-(4-sulfamoylphenyl)acrylamide C(#N)C(C(=O)NC1=CC=C(C=C1)S(N)(=O)=O)=CC1=C(C=C(C=C1)[N+](=O)[O-])[N+](=O)[O-]